[1-[[4-[(2,2-dimethylchroman-4-yl)carbamoyl]pyridin-1-ium-2-yl]methyl]-4,4-diethyl-6-oxo-hexahydropyrimidin-2-ylidene]ammonium CC1(OC2=CC=CC=C2C(C1)NC(=O)C1=CC(=[NH+]C=C1)CN1C(NC(CC1=O)(CC)CC)=[NH2+])C